tert-butyl 4-(2-(((6-((1S,2S)-2-(3-chloro phenyl)cyclopropane-1-carboxamido)pyrimidin-4-yl)amino)methyl)-6-cyclopropylimidazo[1,2-a]pyridine-8-carbonyl)piperazine-1-carboxylate ClC=1C=C(C=CC1)[C@@H]1[C@H](C1)C(=O)NC1=CC(=NC=N1)NCC=1N=C2N(C=C(C=C2C(=O)N2CCN(CC2)C(=O)OC(C)(C)C)C2CC2)C1